FC=1C=C(C=CC1)[C@H](CNC(CN1CCC(CC1)(C)NC(C)=O)(C)C)O (R)-N-(1-(2-((2-(3-Fluorophenyl)-2-hydroxyethyl)amino)-2-methyl-propyl)-4-methylpiperidin-4-yl)acetamide